3-formyl-L-isoleucine C(=O)[C@]([C@H](N)C(=O)O)(C)CC